(R,E)-N-(4-((3-Chloro-4-(pyridin-2-ylmethoxy)phenyl)amino)-5-ethoxyquinazoline-6-yl)-3-(1-methylpyrrolidin-2-yl)acrylamide ClC=1C=C(C=CC1OCC1=NC=CC=C1)NC1=NC=NC2=CC=C(C(=C12)OCC)NC(\C=C\[C@@H]1N(CCC1)C)=O